(Z)-(6-(2-(2-chloro-3-(methoxymethoxy)phenyl)-1-fluorovinyl)-4-methoxypyridin-3-yl)methanol ClC1=C(C=CC=C1OCOC)\C=C(/F)\C1=CC(=C(C=N1)CO)OC